[Si](C)(C)(C(C)(C)C)O[C@H]1C[C@@H](O[C@@H]1C=O)N1C=2N=C(NC(C2N=C1)=O)NC(C1=CC=CC=C1)=O N-(9-((2R,4S,5S)-4-((tert-butyldimethylsilyl)oxy)-5-formyltetrahydrofuran-2-yl)-6-oxo-6,9-dihydro-1H-purin-2-yl)benzamide